(methylsulfonylmethyl)pyrazole-3-carboxamide CS(=O)(=O)CC=1C(=NNC1)C(=O)N